C(C)N1C(=NC2=C(C1=O)C=C(N=C2)C(F)(F)F)C(CCC)N2CCN(CCC2)C 3-ethyl-2-(1-(4-methyl-1,4-diazepan-1-yl)butyl)-6-(trifluoromethyl)pyrido[3,4-d]pyrimidin-4(3H)-one